6-fluoro-1,3,9-trimethyl-8-(1-methylsulfonylindol-4-yl)spiro[5H-pyrazolo[4,3-c]quinoline-4,1-cyclobutane] FC1=CC(=C(C=2C3=C(C(=NN3C)C)C3(CCC3)NC12)C)C1=C2C=CN(C2=CC=C1)S(=O)(=O)C